2-(5-{[5-(2-Fluorophenyl)-6-(3-fluoropyridin-4-yl)-1,2,4-triazin-3-yl]amino}pyridin-2-yl)propan-2-ol FC1=C(C=CC=C1)C=1N=C(N=NC1C1=C(C=NC=C1)F)NC=1C=CC(=NC1)C(C)(C)O